N-(2-Chloro-3-{(4S)-2-imino-4-methyl-1-[(2R*,4R*)-2-methyl-tetrahydropyran-4-yl]-6-oxo-hexahydropyrimidin-4-yl}phenyl)-4-cyano-1-methylpyrrole-2-carboxamide trifluoroacetic acid salt FC(C(=O)O)(F)F.ClC1=C(C=CC=C1[C@]1(NC(N(C(C1)=O)[C@H]1C[C@H](OCC1)C)=N)C)NC(=O)C=1N(C=C(C1)C#N)C |o1:21,23|